1'-benzoyl-6-chloro-1-(naphthalen-1-yl)-1',3a,5',9a-tetrahydro-2H-spiro[chromeno[2,3-b]pyrrole-3,2'-pyrrole]-2,4(1H)-dione C(C1=CC=CC=C1)(=O)N1C2(C=CC1)C1C(N(C2=O)C2=CC=CC3=CC=CC=C23)OC2=CC=C(C=C2C1=O)Cl